5-Chloro-N-(1-(3,3-dimethylbutyl)piperidin-4-yl)-1-ethyl-3-(5-methylisoxazol-3-yl)-1H-pyrazole-4-carboxamide ClC1=C(C(=NN1CC)C1=NOC(=C1)C)C(=O)NC1CCN(CC1)CCC(C)(C)C